Tetraglycerol Dierucate C(CCCCCCCCCCC\C=C/CCCCCCCC)(=O)O.C(CCCCCCCCCCC\C=C/CCCCCCCC)(=O)O.OCC(O)CO.OCC(O)CO.OCC(O)CO.OCC(O)CO